4-(3-(cyclopropanecarboxamido)-2-methylphenyl)-2,3-dimethyl-1H-indole-7-carboxamide C1(CC1)C(=O)NC=1C(=C(C=CC1)C1=C2C(=C(NC2=C(C=C1)C(=O)N)C)C)C